FC1=C(C(=CC=C1C)F)C1=CC(=C2C=NC(=NN21)N[C@H]2[C@@H](CN(CC2)S(=O)(=O)C)F)F 7-(2,6-difluoro-3-methylphenyl)-5-fluoro-N-((3R,4R)-3-fluoro-1-(methylsulfonyl)piperidin-4-yl)pyrrolo[2,1-f][1,2,4]triazin-2-amine